cyclobutyl-[(1R,3R)-1-[2,6-difluoro-4-[2-[3-(fluoromethyl)azetidin-1-yl]ethoxy]phenyl]-3-methyl-1,3,4,9-tetrahydropyrido[3,4-b]indol-2-yl]methanone C1(CCC1)C(=O)N1[C@@H](C=2NC3=CC=CC=C3C2C[C@H]1C)C1=C(C=C(C=C1F)OCCN1CC(C1)CF)F